C1N(CCC2=CC=CC=C12)[C@@H]1CCN(CC[C@H]1O)C1=NC(=CC(=N1)C(=O)C1=NC(=NC(=C1)NC1CCN(CC1)CC(F)(F)F)N1CC[C@H]([C@@H](CC1)O)N1CC2=CC=CC=C2CC1)NC1CCN(CC1)CC(F)(F)F trans-(4-(3,4-dihydroisoquinolin-2(1H)-yl)-5-hydroxyazepan-1-yl)(6-((1-(2,2,2-trifluoroethyl)piperidin-4-yl)amino)pyrimidin-4-yl)ketone